FC1(CCN(CC1)C1=NC=CC(=N1)OC)C(=O)N1CCOC2=C(C1)C=NC=C2C#N 4-[4-fluoro-1-(4-methoxypyrimidin-2-yl)piperidine-4-carbonyl]-3,5-dihydro-2H-pyrido[3,4-f][1,4]oxazepine-9-carbonitrile